1-cyano-2-[2-[[8-(2,6-difluorophenyl)-4-(4-fluoro-2-methylphenyl)-7-oxopyrido[2,3-d]pyrimidin-2-yl]amino]ethyl]guanidine C(#N)NC(=NCCNC=1N=C(C2=C(N1)N(C(C=C2)=O)C2=C(C=CC=C2F)F)C2=C(C=C(C=C2)F)C)N